COC1=CC=C(C=C1)C1=CC2C(C(N1C)=O)C(=NO2)C2=CC=CC=C2 6-(4-methoxyphenyl)-5-methyl-3-phenyl-5,7a-dihydroisoxazolo[4,5-c]pyridin-4(3aH)-one